tert-Butyl 6,6-dibromo-3-azabicyclo[3.1.0]hexane-3-carboxylate BrC1(C2CN(CC12)C(=O)OC(C)(C)C)Br